ON1CC2(CC1=O)CCN(CC2)C2CC1CCC(C2)N1C(=O)OCC ethyl 3-(2-hydroxy-3-oxo-2,8-diazaspiro[4.5]decan-8-yl)-8-azabicyclo[3.2.1]octane-8-carboxylate